O=CCC1=CC(=NC=C1)CCC(=O)O 3-[4-(2-oxoethyl)pyridin-2-yl]propanoic acid